The molecule is a tertiary phosphine in which phosphane is substituted with three 2-carboxyethyl groups. It is a commonly used reducing agent. It has a role as a reducing agent. It is a tricarboxylic acid and a phosphine derivative. C(CP(CCC(=O)O)CCC(=O)O)C(=O)O